C(C)OCCNC(C)(C)C 2-ethoxytert-butylaminoethane